cerous perchlorate Cl(=O)(=O)(=O)[O-].[Ce+3].Cl(=O)(=O)(=O)[O-].Cl(=O)(=O)(=O)[O-]